sodium dilaurylglutamine C(CCCCCCCCCCC)N([C@@H](CCC(N)=O)C(=O)O)CCCCCCCCCCCC.[Na]